C(=O)O.ClC1=C(C(=CC=C1)Cl)N1CC(C1)C1=C(C=C(C=N1)CN1CCC(CC1)C(=O)O)C 1-((6-(1-(2,6-dichlorophenyl)azetidin-3-yl)-5-methylpyridin-3-yl)methyl)piperidine-4-carboxylic acid, formate salt